5-fluoro-8-(4-fluorophenyl)-9-(5,5-dimethyl-2,4-imidazolindione-3-yl)-8,9-dihydro-2H-pyrido[4,3,2-de]Phthalazin-3(7H)-one FC=1C=C2C=3C(=NNC(C3C1)=O)C(C(N2)C2=CC=C(C=C2)F)N2C(NC(C2=O)(C)C)=O